C(C1=CC=CC=C1)OC1=NC(=CC=C1C1=NN(C2=CC(=CC=C12)C=1CCN(CC1)C(=O)[C@H]1[C@H](CN(CC1)C(=O)OC(C)(C)C)C)C)OCC1=CC=CC=C1 tert-butyl (3R,4R)-4-(4-(3-(2,6-bis(benzyloxy) pyridin-3-yl)-1-methyl-1H-indazol-6-yl)-1,2,3,6-tetrahydropyridine-1-carbonyl)-3-methylpiperidine-1-carboxylate